FC(C(=C)C(F)(F)F)(F)F 3,3,3-trifluoro-2-(trifluoro-methyl)propene